C(C)C1=C(C=C(C=C1F)F)C1C2=C(NC(=C1C(=O)OC)C)COC2=O methyl 4-(2-ethyl-3,5-difluorophenyl)-2-methyl-5-oxo-1,4,5,7-tetrahydrofurano[3,4-b]pyridine-3-carboxylate